ClC=1C=C(C(=O)NCC=2C=NN3N=CC=CC32)C=CC1OC(F)F 3-chloro-4-(difluoromethoxy)-N-(pyrazolo[1,5-b]pyridazin-3-ylmethyl)benzamide